2-ETHOXY-4-FLUOROPHENYLBORONIC ACID C(C)OC1=C(C=CC(=C1)F)B(O)O